N-[(3,4-dimethoxyphenyl)methyl]-3,4-dimethyl-pyrimido[4',5':4,5]thieno[2,3-c]pyridazin-8-amine COC=1C=C(C=CC1OC)CNC1=NC=NC2=C1SC=1N=NC(=C(C12)C)C